C(C)(C)(C)C=1C=C(CN(C(CN(S(=O)(=O)C2=C(C(=C(C(=C2F)F)F)F)F)CC2=CC=C(C=C2)Cl)=O)C=2C=NC=CC2)C=C(C1)C1CC1 N-(3-(tert-butyl)-5-cyclopropylbenzyl)-2-(N-(4-chlorobenzyl)-(2,3,4,5,6-pentafluorophenyl)sulfonamido)-N-(pyridin-3-yl)acetamide